FC=1C=C(COC2=NC(N3C(N4C5(CC3)CC(C4)C5)=C2)=O)C=C(C1OC=1C=NC(=NC1)C(F)(F)F)F 2-((3,5-difluoro-4-((2-(trifluoromethyl)pyrimidin-5-yl)oxy)benzyl)oxy)-6,7,9,10-tetrahydro-4H,8H-7a,9-methanopyrimido[1,6-a]pyrrolo[1,2-c]pyrimidine-4-one